F[C@H]1C[C@H](N2N=C(N=C21)C(=O)[C@H]2[C@@H](C2)C#N)C2=CC=CC=C2 |&1:11,12| rac-(1r,2r)-2-[(5s,7s)-7-fluoro-5-phenyl-6,7-dihydro-5H-pyrrolo[1,2-b][1,2,4]triazole-2-carbonyl]cyclopropanecarbonitrile